OC[C@@H](C)NC1=NNC2=NC=CC(=C21)OC2=CC=C(C=C2)NC(=O)C2=C1N(N(C2=O)C2=CC=CC=C2)CCC1 (R)-N-(4-((3-((1-hydroxypropan-2-yl)amino)-1H-pyrazolo[3,4-b]pyridin-4-yl)oxy)phenyl)-2-oxo-1-phenyl-2,4,5,6-tetrahydro-1H-pyrrolo[1,2-b]pyrazole-3-carboxamide